heptyl-propylmethyldimethoxysilane C(CCCCCC)CO[Si](OC)(C)CCC